3-tropenidol [C-]12C(C=C[C@H](CC1)N2C)O